lithium phosphate salt P(=O)([O-])([O-])[O-].[Li+].[Li+].[Li+]